N1(CCCC1)C1CN(C1)C=O (3-(pyrrolidin-1-yl)azetidin-1-yl)methanone